O=C1C(=C(C=NN1)N[C@H](COCCC(=O)N1CC(CC1)NC=1SC(=CN1)C#N)C)C(F)(F)F 2-((1-(3-((S)-2-((6-Oxo-5-(trifluoromethyl)-1,6-dihydropyridazin-4-yl)amino)propoxy)propanoyl)pyrrolidin-3-yl)amino)thiazole-5-carbonitrile